Methyl-6-(2-chloro-4-fluorophenyl)-5-(4-(4-isopropylpiperazin-1-yl)phenyl)-7,8-dihydronaphthalene CC1=CC=CC=2C(=C(CCC12)C1=C(C=C(C=C1)F)Cl)C1=CC=C(C=C1)N1CCN(CC1)C(C)C